4-{(3S,5aR,6R,7R,8aS)-7-hydroxy-6-[(1E,3S)-3-hydroxy-5-phenyl-1-penten-1-yl]octahydro-2H-cyclopenta[b]oxepin-3-yl}butanoic acid O[C@H]1[C@@H]([C@@H]2[C@@H](OC[C@H](CC2)CCCC(=O)O)C1)\C=C\[C@H](CCC1=CC=CC=C1)O